(Z)-1-chloro-2,3,3-trifluoropropene Cl\C=C(\C(F)F)/F